O[C@@H](COC=1C(=C(C(=C(C(=O)N)C1)NC1=C(C=C(C=C1)I)F)F)F)CO (2R)-2,3-dihydroxypropoxy-3,4-difluoro-2-[(2-fluoro-4-iodophenyl)amino]-benzamide